3-methyl-N-(rel-(4S,5S)-3-methyl-6-oxo-1-phenyl-4-(p-tolyl)-4,5,6,7-tetrahydro-1H-pyrazolo[3,4-b]pyridin-5-yl)benzamide CC=1C=C(C(=O)N[C@H]2[C@H](C3=C(NC2=O)N(N=C3C)C3=CC=CC=C3)C3=CC=C(C=C3)C)C=CC1 |o1:7,8|